N-{1-[N'-(5,5,5-trifluoropentanoyl)hydrazinecarbonyl]Piperidin-4-yl}carbamic acid tert-butyl ester C(C)(C)(C)OC(NC1CCN(CC1)C(=O)NNC(CCCC(F)(F)F)=O)=O